C(C)(C)(C)OC(=O)N[C@@H]1[C@@H](CN(CC1)C(=O)OCC1=CC=CC=C1)F benzyl (3R,4S)-4-(tert-butoxycarbonylamino)-3-fluoro-piperidine-1-carboxylate